S1C2=C(C=C1)C=C(C=C2)CNC(=O)[C@@H]2CN(CCC2)C=2C=1C(N=CN2)=NN(C1)C1=CC(=C(C=C1)C(F)(F)F)F (S)-N-(benzo[b]thiophen-5-ylmethyl)-1-(2-(3-fluoro-4-(trifluoromethyl)phenyl)-2H-pyrazolo[3,4-d]pyrimidin-4-yl)piperidine-3-carboxamide